(1R,2S)-3-amino-cyclopentanol hydrochloride Cl.NC1C[C@@H](CC1)O